FC=1C(=NC=CC1CC=1C=NC=C(C1C)NC1=C(C=C(C=C1)C(C)C)F)N 3-fluoro-4-[[5-(2-fluoro-4-isopropyl-anilino)-4-methyl-3-pyridyl]methyl]pyridin-2-amine